1-N'-(4-fluorophenyl)-1-N-[4-[7-methoxy-6-[(Z)-N-methoxy-C-methylcarbonimidoyl]quinolin-4-yl]oxyphenyl]cyclopropane-1,1-dicarboxamide FC1=CC=C(C=C1)NC(=O)C1(CC1)C(=O)NC1=CC=C(C=C1)OC1=CC=NC2=CC(=C(C=C12)\C(=N/OC)\C)OC